C(C)(=O)OC[C@@H](C(=O)N[C@@H](COC(C)=O)C(=O)OC)N1CNC2=C(C=CC=C2C1=O)C1=CC=C(C=C1)NC(=O)OC(C)(C)C methyl N-((S)-3-acetoxy-2-(8-(4-((tert-butoxycarbonyl)amino)phenyl)-4-oxo-1,4-dihydroquinazolin-3(2H)-yl)propanoyl)-O-acetyl-L-serinate